N-ethyl-5-fluoro-2-((5-(2-(1-((3-hydroxypropyl)(methyl)amino)-4-methylpentan-3-yl)-2,6-diazaspiro[3.4]octan-6-yl)-1,2,4-triazin-6-yl)oxy)-N-isopropylbenzamide C(C)N(C(C1=C(C=CC(=C1)F)OC1=C(N=CN=N1)N1CC2(CN(C2)C(CCN(C)CCCO)C(C)C)CC1)=O)C(C)C